(2R,5R)-5-(2,6-diaminopurin-9-yl)-2-(hydroxymethyl)tetrahydrofuran-3-ol NC1=NC(=C2N=CN(C2=N1)[C@H]1CC([C@H](O1)CO)O)N